3-(3-chloro-5-fluorophenyl)-6,6-difluoro-1-(trifluoromethyl)-4,5,6,7-tetrahydro-1H-indazol-7-ol ClC=1C=C(C=C(C1)F)C1=NN(C=2C(C(CCC12)(F)F)O)C(F)(F)F